N-(3-(5-chloro-2-methoxyphenyl)-1-(2-(3,3-difluorocyclobutylamino)-2-oxoethyl)-1H-pyrazol-4-yl)pyrazolo[1,5-a]pyrimidine-3-carboxamide ClC=1C=CC(=C(C1)C1=NN(C=C1NC(=O)C=1C=NN2C1N=CC=C2)CC(=O)NC2CC(C2)(F)F)OC